Trideuteromethyl 4-amino-1-(4-amino-2-methylphenyl)-7-bromo-2-oxo-1,2-dihydroquinoline-3-carboxylate NC1=C(C(N(C2=CC(=CC=C12)Br)C1=C(C=C(C=C1)N)C)=O)C(=O)OC([2H])([2H])[2H]